C1(CC1)C=1C(=NON1)C(=O)N[C@H](C=1OC2=C(N1)C=C(C=C2)CN2C(N[C@@H](C2)C(F)(F)F)=O)C2CCC(CC2)(F)F 4-Cyclopropyl-N-((S)-(4,4-difluorocyclohexyl)(5-(((S)-2-oxo-4-(trifluoromethyl)imidazolidin-1-yl)methyl)benzo[d]oxazol-2-yl)methyl)-1,2,5-oxadiazole-3-carboxamide